BrCC=1C(=NC=C(C1)Cl)[N+](=O)[O-] (bromomethyl)-5-chloro-2-nitropyridine